[1-(3,4-Dichlorobenzoyl)-5,6,9,10,11,12-hexahydro-4H-[1,2]oxazolo[3,4-c]pyrido[4',3':3,4]-pyrazolo[1,5-a]azepin-5-yl](morpholin-4-yl)methanone ClC=1C=C(C(=O)N2OCC3=C2C=2N(CC(C3)C(=O)N3CCOCC3)N=C3C2CNCC3)C=CC1Cl